2'-(3-fluoropyridin-4-yl)-3'-iodo-5',6'-dihydro-1'H-spiro[oxane-4,7'-pyrrolo[3,2-c]pyridin]-4'-one FC=1C=NC=CC1C1=C(C=2C(NCC3(C2N1)CCOCC3)=O)I